(2S)-4-(cyclopropyl(4-(5,6,7,8-tetrahydro-1,8-naphthyridin-2-yl)butyl)amino)-2-(2-(4-fluorophenyl)-3-hydroxypropanamido)butanoic acid C1(CC1)N(CC[C@@H](C(=O)O)NC(C(CO)C1=CC=C(C=C1)F)=O)CCCCC1=NC=2NCCCC2C=C1